3,N5-bis((S)-1-hydroxy-3-methylbutan-2-yl)-2,6-diisopropylpyridine-3,5-dicarboxamide OC[C@@H](C(C)C)C1(C(N=C(C(=C1)C(=O)N[C@H](CO)C(C)C)C(C)C)C(C)C)C(=O)N